(R)-N-(1-(3-(difluoromethyl)-2-fluorophenyl)ethyl)-2-methyl-6-(tetrahydro-2H-pyran-4-yl)quinolin-4-amine FC(C=1C(=C(C=CC1)[C@@H](C)NC1=CC(=NC2=CC=C(C=C12)C1CCOCC1)C)F)F